tert-butyl (2S)-4-[7-[3-chloro-2-(trifluoromethyl)phenyl]-2-[[(2S)-1-ethylpyrrolidin-2-yl]methoxy]-6,8-dihydro-5H-pyrido[3,4-d]pyrimidin-4-yl]-2-(cyanomethyl)piperazine-1-carboxylate ClC=1C(=C(C=CC1)N1CC=2N=C(N=C(C2CC1)N1C[C@@H](N(CC1)C(=O)OC(C)(C)C)CC#N)OC[C@H]1N(CCC1)CC)C(F)(F)F